C1(CC1)C1=NN(C=C1)C1=NC(=CC(=N1)C(C)=O)NC1CCC(CC1)(F)F 1-(2-(3-cyclopropyl-1H-pyrazol-1-yl)-6-((4,4-difluorocyclohexyl)amino)pyrimidin-4-yl)ethan-1-one